3,3-dicyclopropyl-N-[4-(3,5-dimethyl-1H-pyrazol-4-yl)phenyl]-2-[5-(3-methylisoxazol-4-yl)-4H-1,2,4-triazol-3-yl]propanamide C1(CC1)C(C(C(=O)NC1=CC=C(C=C1)C=1C(=NNC1C)C)C1=NN=C(N1)C=1C(=NOC1)C)C1CC1